C1(CC1)C1=NN2C(=NC(=C(C2=O)C2=C(C=CC=C2)NC(C=C)=O)CC)N1CC(NC1=CC=C(C=C1)C(F)(F)F)=O N-(2-(2-Cyclopropyl-5-ethyl-7-oxo-3-(2-oxo-2-((4-(trifluoromethyl)phenyl)amino)ethyl)-3,7-dihydro-[1,2,4]triazolo[1,5-a]pyrimidin-6-yl)phenyl)acrylamide